(3S,5R,8R,9S,10S,13R,14S,16S,17R)-16-acetoxy-14-hydroxy-10,13-dimethyl-17-(2-oxo-2H-pyran-5-yl)hexadecahydro-1H-cyclopenta[a]phenanthren-3-yl piperazine-1-carboxylate N1(CCNCC1)C(=O)O[C@H]1CC[C@@]2([C@H]3CC[C@@]4([C@H]([C@H](C[C@@]4([C@@H]3CC[C@@H]2C1)O)OC(C)=O)C=1C=CC(OC1)=O)C)C